N-[3-(3-phenylimidazo[1,2-b]pyridazin-6-yl)phenyl]acetamide C1(=CC=CC=C1)C1=CN=C2N1N=C(C=C2)C=2C=C(C=CC2)NC(C)=O